FC1=C(C=CC=C1)NC(C(=O)C1=CNC2=CC=CC=C12)=O N-(2-fluorophenyl)-2-(1H-indol-3-yl)-2-oxoacetamide